(4-(cyclobutanecarbonyl)-1,4-diazepan-1-yl)(8-(5-hydroxypyridin-3-yl)-7-methoxy-1-(thiophen-2-yl)-1,4-dihydrochromeno[4,3-c]pyrazol-3-yl)methanone C1(CCC1)C(=O)N1CCN(CCC1)C(=O)C=1C2=C(N(N1)C=1SC=CC1)C=1C=C(C(=CC1OC2)OC)C=2C=NC=C(C2)O